BrC=1C=CC2=C(N=C(S2)C(CN2CCCC2)C)C1 5-bromo-2-(1-(pyrrolidin-1-yl)propan-2-yl)benzo[d]thiazole